CC1=C(/C(=C/C2=C(C(=C(N2)C(=O)C3=C(C(=C(N3)/C=C\\4/C(=C(C(=O)N4)C)C=C)C)C=C)C)CCC(=O)[O-])/NC1=O)CCC(=O)[O-] The molecule is a linear tetrapyrrole anion obtained by deprotonation of both the carboxy groups of 5-oxo-delta-bilirubin (more correctly known as 10-oxo-delta-bilirubin; see comment). It is a linear tetrapyrrole anion and a dicarboxylic acid dianion. It is a conjugate base of a 5-oxo-delta-bilirubin.